3-(4-(2,4-difluorobenzyloxy)-3-bromo-6-methyl-2-oxopyridin-1(2H)-yl)-N-(2-methoxyethyl)-4-methylbenzamide FC1=C(COC2=C(C(N(C(=C2)C)C=2C=C(C(=O)NCCOC)C=CC2C)=O)Br)C=CC(=C1)F